(7-((4-(ethylamino)-3-(trifluoromethyl)-1H-pyrrolo[2,3-b]pyridin-6-yl)amino)-2,3-dihydrobenzo-furan-4-yl)(4-morpholinopiperidin-1-yl)methanone C(C)NC1=C2C(=NC(=C1)NC1=CC=C(C=3CCOC31)C(=O)N3CCC(CC3)N3CCOCC3)NC=C2C(F)(F)F